NC1=NNC(=C1)CC(=O)NC1=C(C(=CC=C1)F)F (3-amino-1H-pyrazol-5-yl)-N-(2,3-difluorophenyl)acetamide